C1OCC12CN(C2)CC2C(C1(C(C3=C(C=NC=C3OC)O1)(C2O)O)C2=CC=C(C=C2)Br)C2=CC=CC=C2 6-((2-oxa-6-azaspiro[3.3]heptan-6-yl)methyl)-7a-(4-bromophenyl)-4-methoxy-7-phenyl-5,6,7,7a-tetrahydro-4bH-cyclopenta[4,5]furo[2,3-c]pyridine-4b,5-diol